6-(4,4,5,5-tetramethyl-1,3,2-dioxaborolan-2-yl)-1,4-dihydro-2H-benzo[d][1,3]Oxazin-2-one CC1(OB(OC1(C)C)C1=CC2=C(NC(OC2)=O)C=C1)C